(trans)-5-(4-(trifluoromethyl)phenyl)-6,6a,7,8,9,10-hexahydro-5H-dipyrido[1,2-a:3',2'-e]pyrazine-8-carboxylic acid FC(C1=CC=C(C=C1)N1C[C@H]2N(C3=C1C=CC=N3)CC[C@H](C2)C(=O)O)(F)F